C(C)(C)(C)OC(N[C@H](COC=1N=NC(=C(C1)C(NC1CC1)=O)Cl)C)=O N-[(1S)-2-[6-chloro-5-(cyclopropylcarbamoyl)pyridazin-3-yl]oxy-1-methyl-ethyl]carbamic acid tert-butyl ester